C(CC)C(C(=O)OOC(CCCCCCCC)=O)CCCCC nonanoyl 2-propylheptanoyl peroxide